trans-(2-((1Z,4E)-hepta-1,4-dien-1-yl)thiophene) C(=C/C\C=C\CC)/C=1SC=CC1